C(=O)O.NC1CCC(CC1)NC(C1=C(C=C(C=C1)NC=1C=2N(C=CN1)C(=CN2)C=2C(=NN(C2)CC#N)C(F)(F)F)CC)=O N-(4-aminocyclohexyl)-4-[[3-[1-(cyanomethyl)-3-(trifluoromethyl)pyrazol-4-yl]imidazo[1,2-a]pyrazin-8-yl]amino]-2-ethylbenzamide formate